tert-butyl (S)-(5-((4-bromopyridin-2-yl)oxy)-3,3-difluoropentan-2-yl)carbamate BrC1=CC(=NC=C1)OCCC([C@H](C)NC(OC(C)(C)C)=O)(F)F